CC=1C=2N(C=CC1)N=C(C2)[C@@H]2N(CCC1=C2N=CN1)C=1OC(=NN1)C1=NC=CC=C1 (R)-2-(4-(4-methylpyrazolo[1,5-a]pyridin-2-yl)-6,7-dihydro-1H-imidazo[4,5-c]pyridin-5(4H)-yl)-5-(pyridin-2-yl)-1,3,4-oxadiazole